C(C)(C)(C)OC(=O)N1CC2(C1)CC(C2)N2N=C(N=C2)C2CC2 6-(3-cyclopropyl-1,2,4-triazol-1-yl)-2-azaspiro[3.3]Heptane-2-carboxylic acid tert-butyl ester